NC1=NC=CC2=CC=C(C=C12)C=1C=C2C(=NNC2=CC1)C(=O)NCC=1C=NN(C1)C 5-(1-aminoisoquinolin-7-yl)-N-((1-methyl-1H-pyrazol-4-yl)methyl)-1H-indazole-3-carboxamide